1-((1S,4S)-5-(4-((2,3-difluoro-4-(((R)-tetrahydrofuran-3-yl)methoxy)phenyl)amino)pyrido[3,2-d]pyrimidin-6-yl)-2,5-diazabicyclo[2.2.1]heptan-2-yl)prop-2-en-1-one FC1=C(C=CC(=C1F)OC[C@H]1COCC1)NC=1C2=C(N=CN1)C=CC(=N2)N2[C@@H]1CN([C@H](C2)C1)C(C=C)=O